BrC=1C=2N(C=CC1)C(=NC2)[C@@H](C)NC(=O)C2[C@H]1CN(C[C@@H]2C1)C(=O)OC(C)(C)C tert-butyl (1R,5S,6r)-6-(((R)-1-(8-bromoimidazo[1,5-a]pyridin-3-yl)ethyl)carbamoyl)-3-azabicyclo[3.1.1]heptane-3-carboxylate